N-benzyl-3-{2-cyano-1-[4-(7H-pyrrolo[2,3-d]pyrimidin-4-yl)-1H-pyrazol-1-yl]ethyl}benzenesulfonamide trifluoroacetate FC(C(=O)O)(F)F.C(C1=CC=CC=C1)NS(=O)(=O)C1=CC(=CC=C1)C(CC#N)N1N=CC(=C1)C=1C2=C(N=CN1)NC=C2